OC1=C(C=CC(=C1)OCC(COC(C)CC)O)C1=NC(=NC(=N1)C1=C(C=C(C=C1)OCC(COC(C)CC)O)O)C1=C(C=C(C=C1)OCC(COC(C)CC)O)O 2,4,6-tris[2-hydroxy-4-(3-sec-butyloxy-2-hydroxypropyloxy)phenyl]-s-triazine